7-chloro-N-[5-(2,2-difluoroethoxy)-3-fluoro-6-methoxy-2-pyridyl]-1-oxo-2H-isoquinoline-4-sulfonamide ClC1=CC=C2C(=CNC(C2=C1)=O)S(=O)(=O)NC1=NC(=C(C=C1F)OCC(F)F)OC